(R)-2,2,2-trifluoroethyl 2-((2-methylbutyl) (pyridin-2-ylmethyl)amino)-2-oxoacetate C[C@@H](CN(C(C(=O)OCC(F)(F)F)=O)CC1=NC=CC=C1)CC